N1N=CC(=C1)C1=NOC(=N1)C=1C=C2C(CC(OC2=CC1)(CC)CC)=O 6-(3-(1H-pyrazol-4-yl)-1,2,4-oxadiazol-5-yl)-2,2-diethyl-chroman-4-one